Cl.FC(OC1=CC=C(C=C1)[C@@H](C)N)(F)F (R)-1-(4-(trifluoromethoxy)phenyl)ethylamine hydrochloride